CC1=CC=C(C=C1)S(=O)(=O)OCCCC butyl para-toluenesulfonate